ClC1=NC=C(C(=C1)C1=C(C=NC(=C1)C)C(=O)NC=1SC2=C(N1)CN(C2)C(=O)C=2C(=NN(C2Cl)C)C)OC 2'-chloro-N-[5-(5-chloro-1,3-dimethyl-1H-pyrazole-4-carbonyl)-4H,5H,6H-pyrrolo[3,4-d][1,3]thiazol-2-yl]-5'-methoxy-6-methyl-[4,4'-bipyridine]-3-carboxamide